C(=O)O.O=C[C@@H](O)[C@H](O)[C@H](O)[C@@H](O)C fucose format